C(CC)OC1=C(C=CC(=C1)OCCC)C1=NC(=CC(=C1)C1=CC=C(C=C1)N(C1=CC=C(C=C1)C)C1=CC=C(C=C1)C)C1=C(C=C(C=C1)OCCC)OCCC 2,6-bis(2,4-dipropyloxyphenyl)-4-(4-bis(4-methylphenyl)aminophenyl)pyridine